tetrahydro-1(2H)-pyrazinecarboxylic acid tert-butyl ester C(C)(C)(C)OC(=O)N1CCNCC1